(R)-N-((S)-1-(2-chloro-6-fluorophenyl)ethyl)-2-methylpropane-2-sulfinamide ClC1=C(C(=CC=C1)F)[C@H](C)N[S@](=O)C(C)(C)C